5-methoxyuridine tert-butyl-(1-acetylpiperidin-4-yl)((3'-chloro-2'-(2-chloro-3-(5-formyl-4-methoxypicolinamido)phenyl)-6-methoxy-[2,4'-bipyridin]-5-yl)methyl)carbamate C(C)(C)(C)C(C=1C=CC(=NC1OC)C1=C(C(=NC=C1)C1=C(C(=CC=C1)NC(C1=NC=C(C(=C1)OC)C=O)=O)Cl)Cl)N(C(=O)OC[C@@H]1[C@H]([C@H]([C@@H](O1)N1C(=O)NC(=O)C(=C1)OC)O)O)C1CCN(CC1)C(C)=O